(1R,5S)-3-[2-(3-bromo-2-methyl-phenoxy)ethoxy]-8-azabicyclo[3.2.1]octane BrC=1C(=C(OCCOC2C[C@H]3CC[C@@H](C2)N3)C=CC1)C